ClCCNC1C2CC3(CC(CC1C3)C2)CNC2=NC(=NC=C2C#N)NCC2=C(C=CC=C2)OC(F)(F)F 4-[({4-[(2-chloroethyl)amino]adamantan-1-yl}methyl)amino]-2-({[2-(trifluoromethoxy)phenyl]methyl}amino)pyrimidine-5-carbonitrile